C(C)(C)(C)OC(=O)N1CCC(CC1)C(C(=O)N)C1=CC=C(C=C1)F 4-[2-amino-1-(4-fluorophenyl)-2-oxo-ethyl]piperidine-1-carboxylic acid tert-butyl ester